COC(=O)C1=NC(=C(C(=C1Cl)N)F)C1=CC=C(C=C1)C#C 4-amino-3-chloro-6-(4-ethynylphenyl)-5-fluoro-pyridine-2-carboxylic acid methyl ester